FC1=C(C#N)C=CC(=N1)COC1=CC=C(C=C1)F fluoro-6-((4-fluorophenoxy)methyl)nicotinonitrile